zinc magnesium zinc [Zn].[Mg].[Zn]